4-fluoro-5-(5-methoxypyridin-3-yl)-2-(2-methylpyridin-4-yl)-1H-indole FC1=C2C=C(NC2=CC=C1C=1C=NC=C(C1)OC)C1=CC(=NC=C1)C